FC=1C(=C(C=CC1F)[C@@H]1[C@H](O[C@@](C1)(C(F)(F)F)C)C(=O)NC=1C=NC(=CC1)[C@H](CO)O)OC (2S,3R,5S)-3-(3,4-difluoro-2-methoxyphenyl)-N-(6-((R)-1,2-dihydroxyethyl)pyridin-3-yl)-5-methyl-5-(trifluoromethyl)tetrahydrofuran-2-carboxamide